4-(3,5-dimethylphenyl)-5-methoxy-6-tert-butyl-indan-1-one CC=1C=C(C=C(C1)C)C1=C2CCC(C2=CC(=C1OC)C(C)(C)C)=O